COCCOC=1C=C(C=CC1)CC(=O)O 2-(3-(2-methoxyethoxy)phenyl)acetic acid